methyl 4-methoxy-5-(1-methyl-6-oxo-1,6-dihydropyridin-3-yl)-2H-indazole-7-carboxylate COC=1C2=CNN=C2C(=CC1C1=CN(C(C=C1)=O)C)C(=O)OC